3-[1-oxo-6-(4-piperidyl)isoindolin-2-yl]piperidine-2,6-dione O=C1N(CC2=CC=C(C=C12)C1CCNCC1)C1C(NC(CC1)=O)=O